NCCN(CCCCCCCC(=O)OC(CCCCCCCC)CCCCCCCC)CCCCCC(OCCCCCCCCCCC)=O 1-octylnonyl 8-[2-aminoethyl-(6-oxo-6-undecoxy-hexyl)amino]octanoate